(R)-4-(3-(3-aminopiperidine-1-carbonyl)-1-(2-fluoro-4-(2-hydroxy-2-methylpropyl)phenyl)-1H-pyrazole-5-yl)-2-fluorobenzonitrile N[C@H]1CN(CCC1)C(=O)C1=NN(C(=C1)C1=CC(=C(C#N)C=C1)F)C1=C(C=C(C=C1)CC(C)(C)O)F